C1(CC1)C1=C(C=C(C(=O)OC)C=C1)S(NC1=C(C=CC(=C1)C1=CC=NN1C)N1C=CC=C1)(=O)=O methyl 4-cyclopropyl-3-(N-(5-(1-methylpyrazol-5-yl)-2-(pyrrol-1-yl)phenyl)sulfamoyl)benzoate